ClC1=C(C=CC=C1)C1=CC(=NO1)CNC(=O)C=1N=NN(C1)C N-{[5-(2-chlorophenyl)-1,2-oxazol-3-yl]methyl}-1-methyl-1H-1,2,3-triazole-4-carboxamide